NCCN1C(N(CC1)CCN(CCN(CC#N)CC#N)CC#N)=O 2,2'-((2-((2-(3-(2-aminoethyl)-2-oxoimidazolidin-1-yl)ethyl)(cyanomethyl)amino)ethyl)azanediyl)diacetonitrile